CC1=CC=C(C(=O)OC[C@]2(O[C@H]([C@@H]([C@@H]2O)O)C2=CC=C3C(=NC=NN32)N)C#N)C=C1 ((2R,3S,4R,5S)-5-(4-aminopyrrolo[2,1-f][1,2,4]triazin-7-yl)-2-cyano-3,4-dihydroxytetrahydrofuran-2-yl)methyl 4-methylbenzoate